N-[(2R)-1-hydroxy-propan-2-yl]-6-(4-methylphenyl)-2-(1-methyl-1H-pyrazol-4-yl)-3-oxo-2,3-dihydropyridazine-4-carboxamide OC[C@@H](C)NC(=O)C=1C(N(N=C(C1)C1=CC=C(C=C1)C)C=1C=NN(C1)C)=O